1-(3,4-dimethoxyphenyl)-N-methylmethylamine COC=1C=C(C=CC1OC)CNC